FC1=CC=C(C=C1)C1=NC(=NC=C1C1=CC2=CC=CC=C2C=C1)N 4-(4-fluorophenyl)-5-(naphthalen-2-yl)pyrimidin-2-amine